6-(cyclopropylmethoxy)-N-[3-({[3-fluoro(3,3-dideuterio)propyl]oxy}methyl)pentan-3-yl]-5-(pyrrolidin-1-yl)pyridine-2-carboxamide C1(CC1)COC1=C(C=CC(=N1)C(=O)NC(CC)(CC)COCCC([2H])([2H])F)N1CCCC1